6-isooctyloxy-2,4,8,10-tetra-tert-butyl-12H-dibenzo[d,g]-1,3,2-dioxaphosphocine C(CCCCC(C)C)OP1OC2=C(CC3=C(O1)C(=CC(=C3)C(C)(C)C)C(C)(C)C)C=C(C=C2C(C)(C)C)C(C)(C)C